(S)-2-((R)-2-(2-fluorophenyl)-2-hydroxyacetamido)-4-((2-methoxyethyl)(4-(5,6,7,8-tetrahydro-1,8-naphthyridin-2-yl)butyl)amino)butanoic acid FC1=C(C=CC=C1)[C@H](C(=O)N[C@H](C(=O)O)CCN(CCCCC1=NC=2NCCCC2C=C1)CCOC)O